ethyl 2-(5-iodofuro[2,3-b]pyridin-3-yl)acetate IC=1C=C2C(=NC1)OC=C2CC(=O)OCC